(R)-diphenyl-prolinol C1(=CC=CC=C1)[C@@]1(N(CCC1)C1=CC=CC=C1)CO